1-(4-(((6-(4-chlorophenyl)-2-(pyridin-3-yl)pyrimidin-4-yl)amino)methyl)piperidin-1-yl)ethan-1-one ClC1=CC=C(C=C1)C1=CC(=NC(=N1)C=1C=NC=CC1)NCC1CCN(CC1)C(C)=O